4-isobutyl-2-(4-((3-methylisoxazol-5-yl)methyl)piperazin-1-yl)benzonitrile C(C(C)C)C1=CC(=C(C#N)C=C1)N1CCN(CC1)CC1=CC(=NO1)C